3-(3,5-dimethyl-1-(3-(trifluoromethyl)phenyl)-1H-pyrazol-4-yl)acrylonitrile CC1=NN(C(=C1C=CC#N)C)C1=CC(=CC=C1)C(F)(F)F